2-methyl-N-(3-(p-tolyloxy)benzylidene)propane-2-sulfinamide 3-(oxetan-2-ylmethyl)-3H-imidazo[4,5-b]pyridine-5-carboxylate O1C(CC1)CN1C=NC=2C1=NC(=CC2)C(=O)O.CC(C)(C)S(=O)N=CC2=CC(=CC=C2)OC2=CC=C(C=C2)C